(S)-2-amino-4-((1-(1,1-dihydroxy-8-(6-carbonyl-6-(pyrrolidin-1-yl)hex-1-yn-1-yl)-2-phenyl-2H-benzo[e][1,2]thiazin-3-yl)propyl)amino)-6-methylpyrimidine-5-carbonitrile NC1=NC(=C(C(=N1)N[C@@H](CC)C=1N(S(C2=C(C1)C=CC=C2C#CCCCC(N2CCCC2)=C=O)(O)O)C2=CC=CC=C2)C#N)C